benzyl 4-[3-(5,8-diazaspiro[3.5]nonan-5-yl)phenoxy]piperidine-1-carboxylate C1CCC12N(CCNC2)C=2C=C(OC1CCN(CC1)C(=O)OCC1=CC=CC=C1)C=CC2